[(1R,2S,4R)-4-{[5-({4-[(1S)-7-bromo-1,2,3,4-tetrahydroisoquinolin-1-yl]-5-chloro-2-thienyl}carbonyl)pyrimidin-4-yl]amino}-2-hydroxycyclopentyl]methyl sulfamate S(N)(OC[C@@H]1[C@H](C[C@@H](C1)NC1=NC=NC=C1C(=O)C=1SC(=C(C1)[C@H]1NCCC2=CC=C(C=C12)Br)Cl)O)(=O)=O